(2S)-1-(1,3-benzodioxol-4-ylmethyl)-N-(4-cyclopropylphenyl)azepane-2-carboxamide hydrochloride Cl.O1COC2=C1C=CC=C2CN2[C@@H](CCCCC2)C(=O)NC2=CC=C(C=C2)C2CC2